COC(C1=CC=CC(=C1)C#N)=O 5-cyanobenzoic acid methyl ester